isopentyl-n-octyl ether C(CC(C)C)OCCCCCCCC